S(=O)(=O)(O)C(C(=O)OC(CCCCCCCCCCC)=O)CC(=O)[O-] lauroyl sulfosuccinate